The molecule is a hydrate resulting from the the formal combination of anhydrous aluminium sulfate with approximately 18 mol eq. of water. The commercial product usually contains 5-10% less water than theory. It is one of the commonest hydrates of aluminium sulfate. It is a hydrate and an aluminium sulfate. It contains an aluminium sulfate (anhydrous). O.O.O.O.O.O.O.O.O.O.O.O.O.O.O.O.O.O.[O-]S(=O)(=O)[O-].[O-]S(=O)(=O)[O-].[O-]S(=O)(=O)[O-].[Al+3].[Al+3]